BrC1=CC(=C(C2=C1OC[C@H](N2)C)OCC2=CC=C(C=C2)OC)F |r| (±)-8-bromo-6-fluoro-5-((4-methoxybenzyl)oxy)-3-methyl-3,4-dihydro-2H-benzo[b][1,4]oxazine